C(C)(C)NC(O[C@H]1C[C@H](CC1)C=1NN=C(C1)NC(COC1=C(C(=CC(=C1)C)O)C=O)=O)=O (1R,3S)-3-{5-[2-(2-formyl-3-hydroxy-5-methylphenoxy)acetamido]-2H-pyrazol-3-yl}cyclopentyl N-isopropylcarbamate